C(C)OC(C(=O)C1=C(C=CC=C1)OC)=O (2-methoxyphenyl)-2-oxoacetic acid ethyl ester